(R)-3-(1-((2,2-difluoroethyl)amino)ethyl)-N,N-bis(4-methoxybenzyl)pyridin-2-amine FC(CN[C@H](C)C=1C(=NC=CC1)N(CC1=CC=C(C=C1)OC)CC1=CC=C(C=C1)OC)F